(S)-1-(3-cyanophenyl)-N-((1-cyanopyrrolidin-3-yl)methyl)-N-methyl-1H-1,2,4-triazole-3-carboxamide C(#N)C=1C=C(C=CC1)N1N=C(N=C1)C(=O)N(C)C[C@@H]1CN(CC1)C#N